ClC=1C=C(C=NC1OC1=CC=CC=C1)NC=1C2=C(N=CN1)C=CC(=N2)N2[C@H]1CN([C@@H](C2)C1)C(C=C)=O 1-((1R,4R)-5-(4-((5-chloro-6-phenoxypyridin-3-yl)amino)pyrido[3,2-d]pyrimidin-6-yl)-2,5-diazabicyclo[2.2.1]heptan-2-yl)prop-2-en-1-one